6-((4-amino-2-fluorophenyl)thio)-5-fluoro-N,N-di-tert-butoxycarbonyl-pyrimidine-4-amine NC1=CC(=C(C=C1)SC1=C(C(=NC=N1)N(C(=O)OC(C)(C)C)C(=O)OC(C)(C)C)F)F